The molecule is a gamma-glutamylalanine obtained by formal condensation of the gamma-carboxy group of L-glutamic acid with the amino group of L-alanine. It has a role as a Saccharomyces cerevisiae metabolite and a plant metabolite. It is a conjugate acid of a gamma-Glu-Ala(1-). C[C@@H](C(=O)O)NC(=O)CC[C@@H](C(=O)O)N